tert-butyl (1R,4R,5S)-5-((3-acetyl-7-bromo-8-fluoro-6-methyl-2-(methylthio)quinolin-4-yl)amino)-2-azabicyclo[2.1.1]hexane-2-carboxylate C(C)(=O)C=1C(=NC2=C(C(=C(C=C2C1N[C@H]1[C@H]2CN([C@@H]1C2)C(=O)OC(C)(C)C)C)Br)F)SC